C1=CCOS1(=O)=O Prop-1-enesultone